5-methyl-3-(6-((6-(oxetane-3-yl)-5,6,7,8-tetrahydro-1,6-naphthyridin-2-yl)methoxy)-[1,2,4]triazolo[4,3-b]pyridazine-3-yl)isoxazole CC1=CC(=NO1)C1=NN=C2N1N=C(C=C2)OCC2=NC=1CCN(CC1C=C2)C2COC2